N-isopentyl-N-(4-trifluoromethyl-benzoyl)glycine C(CC(C)C)N(CC(=O)O)C(C1=CC=C(C=C1)C(F)(F)F)=O